C(C)OC(=O)C=1C(C2=CC=CC=C2C1N)C(C1=CC=CC=C1)=O.NC1=C(C(=O)NCCC2=CC(=C(C=C2)O)O)C=C(C=C1)N 2,5-diamino-N-(3,4-dihydroxyphenylethyl)benzamide ethyl-3-amino-1-benzoyl-1H-indene-2-carboxylate